Trans-N-[4-[5-[4-(tert-butoxycarbonylamino)-2-cyclopropylsulfanyl-phenyl]thiazol-2-yl]cyclohexyl]carbamic acid isopropyl ester C(C)(C)OC(N[C@@H]1CC[C@H](CC1)C=1SC(=CN1)C1=C(C=C(C=C1)NC(=O)OC(C)(C)C)SC1CC1)=O